2-((4-Hydroxyphenyl)amino)-N,N-dimethylacetamide OC1=CC=C(C=C1)NCC(=O)N(C)C